FC(C1=C(C(=O)OCC)C=CC=C1)(F)F ethyl o-trifluoromethylbenzoate